BrC=1C(=NC(=NC1C)C#N)C 5-bromo-4,6-dimethylpyrimidine-2-carbonitrile